FC1=CC=C(OC2=CC=C(C=N2)CNC2=NC=3N([C@H](C=NC3C(=N2)C)C)C)C=C1 (S)-2-(((6-(4-fluorophenoxy)pyridin-3-yl)methyl)amino)-4,7,8-trimethyl-7,8-dihydropteridin